N1C=C(C2=CC=C3C(=C12)CCC3)CNC3=NC1=C(N3C(CCC)=O)C=CC=C1 1-(2-(((1,6,7,8-tetrahydrocyclopenta[g]indol-3-yl)methyl)amino)-1H-benzo[d]imidazol-1-yl)butan-1-one